C(C1=CC=NC=C1)(=O)NC(C(=O)N)CCC(C(=O)N)=O 2-(isonicotinamido)-5-oxohexanediamide